methyl benzate C(C1=CC=CC=C1)(=O)OC